4-(4-fluorophenyl)-3-butyn-2-ol FC1=CC=C(C=C1)C#CC(C)O